tert-butyl (2S,4S)-2-carbamothioyl-4-methylpyrrolidine-1-carboxylate C(N)(=S)[C@H]1N(C[C@H](C1)C)C(=O)OC(C)(C)C